methyl (R)-4-amino-1-(2,6-dichloro-4-(1,2-difluoroethyl)phenyl)-6-oxo-1,6-dihydropyrimidine-5-carboxylate NC=1N=CN(C(C1C(=O)OC)=O)C1=C(C=C(C=C1Cl)[C@H](CF)F)Cl